OC1=CC(=C(C=C1)NC1=CC2=C(C=N1)N(C(N2C2CCOCC2)=O)C)C 6-((4-Hydroxy-2-methylphenyl)amino)-3-methyl-1-(tetrahydro-2H-pyran-4-yl)-1,3-dihydro-2H-imidazo[4,5-c]pyridin-2-one